(R)-(((2-((octadecyloxy)methyl)pent-4-en-1-yl)oxy)methyl)benzene Sodium hydride [H-].[Na+].C(CCCCCCCCCCCCCCCCC)OC[C@H](COCC1=CC=CC=C1)CC=C